tert-butyl N-(2-cyanoallyl)-N-[7-(2-pyridyl)-2-(2,2,2-trifluoroethoxy)-1-naphthyl]carbamate C(#N)C(CN(C(OC(C)(C)C)=O)C1=C(C=CC2=CC=C(C=C12)C1=NC=CC=C1)OCC(F)(F)F)=C